C(C)(=O)NC1=C(C=CC=C1)S(=O)(=O)Cl (E)-acetamidobenzenesulfonyl chloride